(R)-3-((S)-5H-imidazo[5,1-a]isoindol-5-yl)-1-(methylsulfonyl)pyrrolidin-3-ol 3-(benzyloxy)-1-(difluoromethyl)cyclobutyl-benzoate C(C1=CC=CC=C1)OC=1C(=C(C(=O)O[C@]2(CN(CC2)S(=O)(=O)C)[C@H]2N3C(C4=CC=CC=C24)=CN=C3)C=CC1)C1(CCC1)C(F)F